OC=1C=C(C(=O)OC)C=CC1I Methyl 3-hydroxy-4-iodo-benzoate